7-(diethylamino)-3-(4-methoxyphenyl)coumarin C(C)N(C1=CC=C2C=C(C(OC2=C1)=O)C1=CC=C(C=C1)OC)CC